N1N=C2C(=C3C1=CC=CC=C3)N2 epiminocyclohepta[c]pyridazine